5-CHLORO-2-OXO-1,2-DIHYDRO-3-PYRIDINECARBALDEHYDE ClC=1C=C(C(NC1)=O)C=O